C1(=CC=CC=C1)[C@H]1CCNC(O1)=O (R)-6-phenyl-1,3-oxazinan-2-one